C[C@H]1[C@H]([C@H]([C@@H]([C@H](O1)O[C@H]2[C@H](OC([C@@H]([C@H]2O[C@@H]3[C@@H]([C@H]([C@@H]([C@H](O3)CO)O)O)O)O)O)CO)O)O)O The molecule is a trisaccharide that is alpha-D-glucopyranosyl-(1->3)-D-galactopyranose in which the hydroxy group at position 4 of the galactopyranose ring has been converted into the corresponding beta-L-fucopyranosyl derivative. It derives from a beta-L-Fucp-(1->4)-D-Galp and an alpha-D-Glcp-(1->3)-D-Galp.